C(C)(C)(C)OC([C@H](CC1=C(C=C(C=C1)Br)Br)N)=O (2s)-2-amino-3-(2,4-dibromophenyl)propionic acid tert-butyl ester